m-isopropanoyl-α,α-dimethylbenzyl isocyanate C(CC=1C=C(C(C)(C)N=C=O)C=CC1)(C)=O